COC=1C=CC(=C(C1)CC#N)C (5-methoxy-2-methylphenyl)acetonitrile